C1C=CC=C2C3=CC=CC=C3C(=C12)COCCC(=O)N1CCCCC1 1-(((1H-fluoren-9-yl)methoxy)propanoyl)piperidine